1-cyclopropyl-N-((5-(pyrazolo[1,5-a]pyridin-5-yl)-2,3-dihydro-1H-inden-4-yl)carbamoyl)-2,3-dihydro-1H-pyrido[2,3-b][1,4]oxazine-7-sulfonamide C1(CC1)N1C2=C(OCC1)N=CC(=C2)S(=O)(=O)NC(NC2=C1CCCC1=CC=C2C2=CC=1N(C=C2)N=CC1)=O